N,N'-bis(3,4-dimethylenehex-5-en-1-yl)diazepane C=C(CCN1N(CCCCC1)CCC(C(C=C)=C)=C)C(C=C)=C